COC=1C=C(C=C(C1OC)OC)C(C(=O)O)=C 3,4,5-trimethoxyphenyl-acrylic acid